C1(CCC2=CC=CC=C12)=O 2,3-dihydro-1H-inden-one